[N+](=O)([O-])C=1C=CC(=NC1)N1CCC(CC1)OC1=CC=C(C=C1)CO [4-[[1-(5-nitro-2-pyridyl)-4-piperidyl]oxy]phenyl]methanol